C(C)O[Si](CC(C)C)(OCC)OCC triethoxy(2-methylpropyl)silane